ClC=1C(=C2C=NNC2=CC1)CC(=O)N1[C@H](C2=CC=CC(=C2CC1)[C@@H](C(F)F)O)C 2-(5-chloro-1H-indazol-4-yl)-1-[(1S)-5-[(1S)-2,2-difluoro-1-hydroxy-ethyl]-1-methyl-3,4-dihydro-1H-isoquinolin-2-yl]Ethanone